N-[5-[4-[[(2R)-1-ethylazetidin-2-yl]methoxy]-2-methyl-pyrazol-3-yl]pyrazolo[1,5-a]pyridin-2-yl]-2-methyl-imidazo[1,2-b]pyridazin-6-amine C(C)N1[C@H](CC1)COC1=C(N(N=C1)C)C1=CC=2N(C=C1)N=C(C2)NC=2C=CC=1N(N2)C=C(N1)C